2-Ethyl-phenyl isocyanate C(C)C1=C(C=CC=C1)N=C=O